NC=1C(NC(N(N1)C1=CC(=C(C(=C1)Cl)OC1=C2C=3C(C(NC3C=C1)=O)(CCC2)C)Cl)=O)=O 6-amino-2-(3,5-dichloro-4-((2a-methyl-2-oxo-1,2,2a,3,4,5-hexahydrobenzo[cd]indol-6-yl)oxy)phenyl)-1,2,4-triazine-3,5(2H,4H)-dione